C12CCCC(CC1)N2C2=C(C=C(C=C2C)NC(=O)C=2N=C(OC2CCF)N2CC(C2)(CC)CC)F N-(4-(8-azabicyclo[3.2.1]oct-8-yl)-3-fluoro-5-methylphenyl)-2-(3,3-diethyl-azetidin-1-yl)-5-(2-fluoroethyl)oxazole-4-carboxamide